O=C1NC(CCC1C1=C(C=C(C=C1F)N1CC(C1)NC(N)=O)F)=O 3-(1-(4-(2,6-dioxopiperidin-3-yl)-3,5-difluorophenyl)azetidin-3-yl)urea